ClC1=C2CN(C(C2=C(C=C1)NC1=NC(=CC(=C1)C1CCOCC1)CN(C)C)=O)C(=O)OC(C)(C)C tert-butyl 4-chloro-7-[[6-[(dimethylamino)methyl]-4-tetrahydropyran-4-yl-2-pyridyl]amino]-1-oxo-isoindoline-2-carboxylate